CC1(C2=CC=CC=C2C=2C=CC=C(C12)C1=CC=CC=2C3=CC=CC=C3CC12)C 9,9-dimethyl-9H-fluorenyl-(fluorene)